CC1=CC(=NC=C1)OC1=CC2=C(N=C(S2)NC(=O)C2C(C3C=CC2C3)C(=O)O)C=C1 3-[[6-[(4-methyl-2-pyridinyl)oxy]-1,3-benzothiazol-2-yl]carbamoyl]bicyclo[2.2.1]hept-5-ene-2-carboxylic acid